O.C(C)S(=O)(=O)O.NC[C@]1([C@H](CN(C1)S(=O)(=O)C1=NC=C(C=C1)Cl)OC1=CC(=C(C#N)C=C1)F)O 4-(((3s,4s)-4-(aminomethyl)-1-((5-chloropyridin-2-yl)sulfonyl)-4-hydroxypyrrolidin-3-yl)oxy)-2-fluorobenzonitrile ethanesulfonate monohydrate